N-(3-ethyl-6-methoxybenzo[d]isoxazol-5-yl)-3,4-dimethoxybenzenesulfonamide C(C)C1=NOC2=C1C=C(C(=C2)OC)NS(=O)(=O)C2=CC(=C(C=C2)OC)OC